C(CCCCCCCCCCCCCCC(C)C)(=O)OCCCCCC(C)C isooctyl isostearate